3-(1-(4-fluoro-2-methylphenyl)-4-oxo-7-(trifluoromethyl)-1,4-dihydroquinazolin-3(2H)-yl)-6-oxo-1,6-dihydropyridine-2-carbonitrile FC1=CC(=C(C=C1)N1CN(C(C2=CC=C(C=C12)C(F)(F)F)=O)C1=C(NC(C=C1)=O)C#N)C